4'-chlorobenzophenone ClC1=CC=C(C=C1)C(C1=CC=CC=C1)=O